CP(C(CCC)CCCC)C(CCC)CCCC methyl-di-(4-octyl)phosphine